(R)-5-(4-cyclobutyl-2-methylpiperazin-1-yl)-2-(4-isopropyl-5-(8-methoxy-[1,2,4]triazolo[1,5-a]pyridin-6-yl)-1H-pyrazol-3-yl)-4-methylthiazole C1(CCC1)N1C[C@H](N(CC1)C1=C(N=C(S1)C1=NNC(=C1C(C)C)C=1C=C(C=2N(C1)N=CN2)OC)C)C